(4-(pyrrolidin-1-ylmethyl)benzyloxy)-9H-carbazole N1(CCCC1)CC1=CC=C(COC2=CC=CC=3C4=CC=CC=C4NC23)C=C1